(S)-3-(3-fluoro-1-(2-(5,6,7,8-tetrahydro-1,8-naphthyridin-2-yl)ethyl)azetidine-3-carboxamido)-3-(6-methoxypyridin-3-yl)propionic acid FC1(CN(C1)CCC1=NC=2NCCCC2C=C1)C(=O)N[C@@H](CC(=O)O)C=1C=NC(=CC1)OC